C1(CC1)C(=O)N1C=2C=CC(=NC2CCC1)C(C(=O)NC1=CC=C(C=C1)F)C(C)C 2-(5-(Cyclopropancarbonyl)-5,6,7,8-tetrahydro-1,5-naphthyridin-2-yl)-N-(4-fluorophenyl)-3-methylbutanamid